N-(4-methoxy-2-methylphenyl)-1-methyl-2-(1-methyl-1H-pyrazol-4-yl)-1H-pyrrolo[3,2-c]pyridin-6-amine COC1=CC(=C(C=C1)NC1=CC2=C(C=N1)C=C(N2C)C=2C=NN(C2)C)C